[N+](=O)([O-])C=1C=C(C(=CC1)C(=O)OC)C(=O)OC dimethyl 4-nitrobenzene-1,2-dicarboxylate